N1=C(N=CC=C1)CS(=O)(=O)N pyrimidin-2-ylmethanesulfonamide